CC1(C2=CC(=CC=C2C=2C=CC(=CC12)N(C1=CC=CC=C1)C1=CC=CC=C1)N(C1=CC=CC=C1)C1=CC=CC=C1)C N-(9,9-dimethyl-2-diphenylamino-9H-fluoren-7-yl)diphenylamine